CCCOC1=C2C(=CC=C1)SC3=CC=CC=C3C2=O propoxythioxanthone